Tert-butyl N-(2-hydroxyspiro[3.5]nonan-7-yl)-N-methyl-carbamate OC1CC2(C1)CCC(CC2)N(C(OC(C)(C)C)=O)C